COC(C(C(C1=CC(=C(C=C1)C)CN1C[C@H](OC2=C(C=C3C=CC=NC3=C2)C1)CC)C1=C(C2=C(N(N=N2)C)C=C1)C)(C)C)=O 3-(1,4-dimethyl-1H-benzo[d][1,2,3]triazol-5-yl)-3-(3-(((R)-2-ethyl-2,3-dihydro-[1,4]oxazepino[6,7-g]quinolin-4(5H)-yl)methyl)-4-methylphenyl)-2,2-dimethylpropanoic acid methyl ester